P-((5-(5-(chlorodifluoromethyl)-1,2,4-oxadiazol-3-yl)pyridin-2-yl)methyl)-N-(2-fluorophenyl)-P-methylphosphinic amide ClC(C1=NC(=NO1)C=1C=CC(=NC1)CP(NC1=C(C=CC=C1)F)(=O)C)(F)F